4-(trifluoromethyl)benzenepropanol FC(C1=CC=C(C=C1)CCCO)(F)F